p-nitrophenyl-bicyclo[6.1.0]nonyne [N+](=O)([O-])C1=CC=C(C=C1)C12C#CCCCCC2C1